C(C1=CC=CC=C1)N1[C@H]2COC[C@@H]1CC(C2)O (1R,5S,7s)-9-benzyl-3-oxa-9-azabicyclo[3.3.1]nonan-7-ol